(2S,4r)-1-[(2S)-2-(4-cyclopropyl-triazol-1-yl)-3,3-dimethyl-butyryl]-N-[4-(difluoromethoxy)cyclohexyl]-4-hydroxy-pyrrolidine-2-carboxamide C1(CC1)C=1N=NN(C1)[C@H](C(=O)N1[C@@H](C[C@H](C1)O)C(=O)NC1CCC(CC1)OC(F)F)C(C)(C)C